CC1(COB(OC1)C=1C=C(C=C(C1)C1=CC=CC=C1)C=1C(=CC=CC1)C1=CC=CC=C1)C 5'-(5,5-dimethyl-1,3,2-dioxaborinan-2-yl)-1,1':3',1'':2'',1'''-quaterphenyl